(+/-)-3-(4-(2-hydroxyethoxy)-3,5-dimethoxyphenyl)acrylic acid OCCOC1=C(C=C(C=C1OC)C=CC(=O)O)OC